(S)-3-nitro-6,6a,7,8,9,10-hexahydropyrazino[1,2-d]pyrido[3,2-b][1,4]oxazine-2-carbonitrile [N+](=O)([O-])C1=CC=2OC[C@H]3N(C2N=C1C#N)CCNC3